6-bromo-1-methyl-1,3-dihydro-2H-benzo[d]imidazole-2-one BrC=1C=CC2=C(N(C(N2)=O)C)C1